The molecule is a chiral mycolic acid analogue comprising 3-hydroxypropanoic acid having a tetracosanyl group at position 2 and a further long-chain alkyl group containing cyclopropyl and hydroxy functions attached at position 3. CCCCCCCCCCCCCCCCCCCCCCCC[C@H]([C@@H](CCCCCCCCCCCCCCC[C@@H]1C[C@@H]1CCCCCCCCCCCCCCCCCC[C@@H]([C@@H](C)CCCCCCCCCCCCCCCCCC)O)O)C(=O)O